COC=1C=C2C(=NC(=NC2=CC1OC)C)NC(C)C1=CC=C(S1)C1=C(CC(N)C(=O)NC2=CC=CC=C2)C=CC=C1 2-[2-(5-{1-[(6,7-dimethoxy-2-methylquinazolin-4-yl)amino]ethyl}thiophen-2-yl)benzyl]-N-phenylglycinamide